5-(6-methylpyridine-2-sulfonyl)-1H,2H,3H,4H,5H,6H-pyrrolo[3,4-c]pyrrole-2-carboxamide CC1=CC=CC(=N1)S(=O)(=O)N1CC2=C(C1)CN(C2)C(=O)N